4-{3-(Cyanomethyl)-3-{4-(4,4,5,5-tetramethyl-1,3,2-dioxaborolan-2-yl)-1H-pyrazol-1-yl}azetidin-1-yl}-2,5-difluoro-N-[(1S)-2,2,2-trifluoro-1-methylethyl]benzamide C(#N)CC1(CN(C1)C1=CC(=C(C(=O)N[C@H](C(F)(F)F)C)C=C1F)F)N1N=CC(=C1)B1OC(C(O1)(C)C)(C)C